Cl.N1C=C(C2=NC=CC=C21)N 1H-pyrrolo[3,2-b]pyridin-3-amine hydrochloride